tert-butyl 3-(iodomethyl)-1-pyrrolidinecarboxylate ICC1CN(CC1)C(=O)OC(C)(C)C